tert-butyl (2S,4R)-4-cyano-2-phenyl-piperidine-1-carboxylate C(#N)[C@H]1C[C@H](N(CC1)C(=O)OC(C)(C)C)C1=CC=CC=C1